ClC=1C(=C(OCC(=O)OCC)C=C(C1CC=1C(=C(C(=CC1)O)C1=C(C=CC(=C1)OC(F)F)F)F)Cl)F ethyl 2-(3,5-dichloro-4-((5'-(difluoromethoxy)-2,2'-difluoro-6-hydroxy-[1,1'-biphenyl]-3-yl)methyl)-2-fluorophenoxy)acetate